S-(1-(5-(tert-butyl)-3-(2-chlorobenzyl)-3H-[1,2,3]triazolo[4,5-d]pyrimidin-7-yl) pyrrolidin-3-yl) thioacetate C(C)(=O)SC1CN(CC1)C=1C2=C(N=C(N1)C(C)(C)C)N(N=N2)CC2=C(C=CC=C2)Cl